5-((3-methylpiperidin-1-yl)methyl)-7-(trifluoromethyl)benzo[d]Oxazole CC1CN(CCC1)CC=1C=C(C2=C(N=CO2)C1)C(F)(F)F